ClC=1C=C(C=CC1F)NC(=S)NC1=CC=C(C=C1)S(=O)(=O)NCC 4-({[3-chloro-4-fluorophenyl]amino}-carbonothioyl)amino-N-ethylbenzenesulfonamide